(oxetan-3-yl-methyl)benzamide O1CC(C1)CC1=C(C(=O)N)C=CC=C1